3-(5-(4-(2-(2-(2-(4-(4-amino-3-(4-phenoxyphenyl)-1H-pyrazolo[3,4-d]pyrimidin-1-yl)piperidin-1-yl)ethoxy)ethoxy)ethyl)piperidin-1-yl)-1-oxoisoindolin-2-yl)piperidine-2,6-dione NC1=C2C(=NC=N1)N(N=C2C2=CC=C(C=C2)OC2=CC=CC=C2)C2CCN(CC2)CCOCCOCCC2CCN(CC2)C=2C=C1CN(C(C1=CC2)=O)C2C(NC(CC2)=O)=O